FC1=CC=C(C=C1)N1N=CC2=CC(=C(C=C12)C)C12CNCC2C1C=1OC=CN1 2-(1-(1-(4-fluorophenyl)-6-methyl-1H-indazol-5-yl)-3-azabicyclo[3.1.0]hexane-6-yl)oxazole